2-(2-hydroxy-5-methylphenyl)-benzotriazole OC1=C(C=C(C=C1)C)N1N=C2C(=N1)C=CC=C2